benzyl 4-(((tert-butoxycarbonyl) amino) methyl)-4-fluoropiperidine-1-carboxylate C(C)(C)(C)OC(=O)NCC1(CCN(CC1)C(=O)OCC1=CC=CC=C1)F